(1r,3r)-N3-(5-propylpyrazolo[1,5-a]pyrimidin-7-yl)cyclopentane-1,3-diamine C(CC)C1=NC=2N(C(=C1)N[C@H]1C[C@@H](CC1)N)N=CC2